5-methyl-12-(methylsulfinyl)-5a,6,7,8,9,10-hexahydro-5H-4-oxa-3,10a,11,13,14-pentaaza-6,9-methanonaphtho[1,8-ab]heptalene-14-carboxylate CC1OC2=C3C(N4CC5CCC(C14)N5C(=O)[O-])=NC(=NC3=CC=N2)S(=O)C